6-Oxo-heptanenitrile O=C(CCCCC#N)C